epsilon-phthalimidoperoxycaproic acid C1(C=2C(C(N1CCCCCC(=O)OO)=O)=CC=CC2)=O